C(C)(CC)C=1C(=C(C)C(=C(C1)C(C)CC)N)N 3,5-di-sec-butyl-2,6-diaminotoluene